C1(CC1)NC1=C2C=C(N=CC2=CC(=N1)C1=C(C(=CC(=C1Cl)OC)OC)Cl)N[C@H]1[C@H](COC1)NC(C=C)=O N-((3R,4S)-4-((5-(cyclopropylamino)-7-(2,6-dichloro-3,5-dimethoxyphenyl)-2,6-naphthyridin-3-yl)amino)tetrahydrofuran-3-yl)acrylamide